C(C)C(=CCCC(C)=O)CCC=C(CCC=C(C)C)C 6-ethyl-10,14-dimethylpentadecan-5,9,13-trien-2-one